C1CPO1 oxaphosphetane